(N-[4-amino-5-[4-(trifluoromethyl)benzoyl]thiazol-2-yl]-4-fluoro-anilino)propanamide NC=1N=C(SC1C(C1=CC=C(C=C1)C(F)(F)F)=O)N(C1=CC=C(C=C1)F)C(C(=O)N)C